4-fluoro-5-(1H-pyrazol-1-yl)-2-(6-((2,2,6,6-tetramethylpiperidin-4-yl)oxy)-1,2,4-triazin-3-yl)phenol FC1=CC(=C(C=C1N1N=CC=C1)O)C=1N=NC(=CN1)OC1CC(NC(C1)(C)C)(C)C